sulfuric acid (sulfate) salt S(=O)(=O)(O)O.S(O)(O)(=O)=O